N-[4-(6,7-dimethoxyquinolin-4-yl)oxy-3-fluorophenyl]-3-(4-fluorophenyl)-2,4-dioxo-1-propan-2-ylpyrimidine-5-carboxamide COC=1C=C2C(=CC=NC2=CC1OC)OC1=C(C=C(C=C1)NC(=O)C=1C(N(C(N(C1)C(C)C)=O)C1=CC=C(C=C1)F)=O)F